tert-Butyl 2-(1-(5-((5-chloro-4-(trifluoromethyl)pyridin-2-yl)carbamoyl)-1,3-thiazol-2-yl)ethylidene)hydrazinecarboxylate ClC=1C(=CC(=NC1)NC(=O)C1=CN=C(S1)C(C)=NNC(=O)OC(C)(C)C)C(F)(F)F